O(S(=O)(=O)C(F)(F)F)C1=NN(C(C2=CC=CC=C12)=O)C1=C(C=CC=C1F)F 3-(2,6-difluorophenyl)-4-oxo-3,4-dihydro-phthalazin-1-yl triflate